trans-4-((tert-butyldimethylsilyl)oxy)-N-((trans-4-(4-methoxy-3-methylphenyl)cyclohexyl)methyl)-N-(3-((1-methyl-1H-pyrazol-4-yl)ethynyl)phenyl)cyclohexanecarboxamide [Si](C)(C)(C(C)(C)C)O[C@@H]1CC[C@H](CC1)C(=O)N(C1=CC(=CC=C1)C#CC=1C=NN(C1)C)C[C@@H]1CC[C@H](CC1)C1=CC(=C(C=C1)OC)C